CS(=O)(=O)N1CCN(CC1)C(CO)C 2-(4-(Methylsulfonyl)piperazin-1-yl)propan-1-ol